CN(C1=CC=[N+](C2=CC=CC=C12)[O-])C 4-dimethylaminoquinoline-1-oxide